6-methoxypyrazolo[1,5-a]pyridine-3-carbonitrile COC=1C=CC=2N(C1)N=CC2C#N